CC1=CC=C(C=C1)S(=O)(=O)C=C(CCCCC)S(=O)(=O)C1=CC=C(C)C=C1 trans-1,2-di-p-toluenesulfonyl-1-heptene